F[C@H]1CC=2N(N=C(C2C2=C3C(=NC=C2)NN=C3)C3=CC=C(C=C3)F)C1 (S)-4-(5-Fluoro-2-(4-fluorophenyl)-5,6-dihydro-4H-pyrrolo[1,2-b]pyrazol-3-yl)-1H-pyrazolo[3,4-b]pyridine